N-[2-[4-[[4-[1-[(3R)-2,6-dioxo-3-piperidinyl]-3-methyl-2-oxo-benzimidazol-4-yl]piperazin-1-yl]methyl]cyclohexyl]-6-methyl-indazol-5-yl]-6-(trifluoromethyl)pyridine-2-carboxamide O=C1NC(CC[C@H]1N1C(N(C2=C1C=CC=C2N2CCN(CC2)CC2CCC(CC2)N2N=C1C=C(C(=CC1=C2)NC(=O)C2=NC(=CC=C2)C(F)(F)F)C)C)=O)=O